2-{4-[(3S)-3-hydroxypyrrolidin-1-yl]-3-(1H-indol-2-yl)benzenesulfonyl}-2-methyl-1-(morpholin-4-yl)propan-1-one O[C@@H]1CN(CC1)C1=C(C=C(C=C1)S(=O)(=O)C(C(=O)N1CCOCC1)(C)C)C=1NC2=CC=CC=C2C1